3-(2-(5-(4-hydroxybenzylidene)-3-(3-chlorophenyl)-4-oxothiazolidin-2-ylidene)hydrazono)-5-bromoindol-2-one OC1=CC=C(C=C2C(N(C(S2)=NN=C2C(NC3=CC=C(C=C23)Br)=O)C2=CC(=CC=C2)Cl)=O)C=C1